ClC1=C(C=C(C=C1)C1=CC(=CC=C1)C1CC1)CC(C(=O)NC1=CC=C(C=C1)C1=NN=CN1C)NC(=O)C=1N(N=CC1)C N-[1-[[2-chloro-5-(3-cyclopropylphenyl)phenyl]methyl]-2-[4-(4-methyl-1,2,4-triazol-3-yl)anilino]-2-oxo-ethyl]-2-methyl-pyrazole-3-carboxamide